CC=1C(=NC=C(C(=O)NC2=CC(=CC=C2)[C@H](C)NC2=CN=C3C(=N2)N(N=C3)C)C1)N1CCN(CC1)C (S)-5-methyl-N-(3-(1-((1-methyl-1H-pyrazolo[3,4-b]pyrazin-6-yl)amino)ethyl)phenyl)-6-(4-methylpiperazin-1-yl)nicotinamide